1,1,1-Trifluoro-2-methylpropan-2-yl-6-(1-(4-fluorobenzamido)ethyl)-3,4-dihydro-1,5-naphthyridin-1(2H)-carboxylat FC(C(C)(C)OC(=O)N1CCCC2=NC(=CC=C12)C(C)NC(C1=CC=C(C=C1)F)=O)(F)F